N1(CCC1)S(=O)(=O)C=1C=C(N)C=CC1Br 3-(azetidin-1-ylsulfonyl)-4-bromo-aniline